CCCCCCCCCCCCCCCC(=O)O[C@H](COC(=O)CCCCCCCCCCCC)COP(=O)(O)OC[C@H](CO)O 1-tridecanoyl-2-hexadecanoyl-glycero-3-phospho-(1'-sn-glycerol)